5-bromo-2-{6-cyclopropanecarbonyl-3-methylimidazo[4,5-b]pyridin-2-yl}-3-(ethanesulfonyl)pyridine BrC=1C=C(C(=NC1)C1=NC=2C(=NC=C(C2)C(=O)C2CC2)N1C)S(=O)(=O)CC